C1(CC1)CNC(=O)C=1C=NC(=CC1)OCC=1C(=NOC1C)C=1C=NC(=CC1)C N-(cyclopropylmethyl)-6-((5-methyl-3-(6-methyl-3-pyridinyl)isoOxazol-4-yl)methoxy)pyridine-3-carboxamide